C(C)(C)(C)OC(=O)N(CC(=O)O)C1=NC=NC2=C(C=C(C=C12)C1=NC=C(C=N1)C)OC N-(tert-butoxycarbonyl)-N-(8-methoxy-6-(5-methylpyrimidin-2-yl)quinazolin-4-yl)glycine